N1=CC(=CC=C1)N1N=C(N=C1)C=1C(=NC=CN1)C(C)N 1-[3-[1-(3-pyridyl)-1,2,4-triazol-3-yl]pyrazin-2-yl]ethanamine